OCC1N=CC2=CC=CC=C2C1 3-hydroxymethyl-3,4-dihydroisoquinoline